FC1=C(CN2C3=NC(=NC=C3NC2=O)C=2C(=NC=CC2)C(C)C)C=CC(=C1)C=1N(C=C(N1)C(F)(F)F)C 9-(2-fluoro-4-(1-methyl-4-(trifluoromethyl)-1H-imidazol-2-yl)benzyl)-2-(2-isopropylpyridin-3-yl)-7,9-dihydro-8H-purin-8-one